6-[3-(3,5-difluorophenyl)-4-(4-oxopiperidin-1-yl)quinolin-6-yl]pyridine-2-carboxylic acid FC=1C=C(C=C(C1)F)C=1C=NC2=CC=C(C=C2C1N1CCC(CC1)=O)C1=CC=CC(=N1)C(=O)O